NC1=CC=C(C=N1)N1C[C@H](CC1)N(CC1=CC(=NC=C1)OC)CC=1C(C2=CC(=C(C=3OCC(N(C1)C32)C)F)F)=O 11-[[[(3S)-1-(6-amino-3-pyridyl)pyrrolidin-3-yl]-[(2-methoxy-4-pyridyl)methyl]amino]methyl]-6,7-difluoro-2-methyl-4-oxa-1-azatricyclo[7.3.1.05,13]trideca-5(13),6,8,11-tetraen-10-one